NC1=NC=CC(=C1Cl)OC1=C(C=C(C=C1)NC(=O)C=1C=NN(C1C(F)(F)F)C1=NC=CC=C1C)F N-(4-((2-amino-3-chloropyridin-4-yl)oxy)-3-fluorophenyl)-1-(3-methylpyridin-2-yl)-5-(trifluoromethyl)-1H-pyrazole-4-carboxamide